Cl[C@@H]1[C@H]2COCCN([C@@H]12)C=1C2=C(N=C(N1)OC[C@H]1N(CCC1)C)C(=CN=C2)F 4-((1R,7R,8R)-8-chloro-5-oxa-2-azabicyclo[5.1.0]octan-2-yl)-8-fluoro-2-(((S)-1-methylpyrrolidin-2-yl)methoxy)pyrido[4,3-d]pyrimidin